COC(C1=C(C=C(C=C1)Br)CC#N)=O 4-bromo-2-(cyanomethyl)benzoic acid methyl ester